2-hydroxy-1-{4-[4-(2-hydroxy-2-methylpropionyl)-benzyl]-phenyl}-2-methyl-propanoyl-Propane OC(C(=O)C1=CC=C(C=C1)CC1=CC=C(C=C1)C(C(C)(C)O)=O)(CCCC)C